O1C(OCC1)C1=CC=C(C=C1)N1N=CC(=C1)C(=O)OC Methyl 1-[4-(1,3-dioxolan-2-yl)phenyl]pyrazole-4-carboxylate